tert-butyl 5'-hydroxy-2'-oxospiro[cyclopropane-1,3'-pyrrolo[2,3-b]pyridine]-1'-carboxylate OC=1C=C2C(=NC1)N(C(C21CC1)=O)C(=O)OC(C)(C)C